C(C)OC(=O)N1N=C(C2=C1CN(C2)C(C2=CC(=CC=C2)N(C)C)=O)NC(C2=CC=C(C=C2)[N+](=O)[O-])=O 5-(3-(dimethylamino)benzoyl)-3-(4-nitrobenzoylamino)-5,6-dihydropyrrolo[3,4-c]Pyrazole-1(4H)-carboxylic acid ethyl ester